1-(tert-butyl)-N-((3-(7-(((3R,4S)-4-fluoropyrrolidin-3-yl)amino)-3-(2,2,2-trifluoroethyl)thieno[2,3-c]pyridin-2-yl)-1,2,4-oxadiazol-5-yl)methyl)-1H-pyrazole-4-carboxamide C(C)(C)(C)N1N=CC(=C1)C(=O)NCC1=NC(=NO1)C1=C(C=2C(=C(N=CC2)N[C@@H]2CNC[C@@H]2F)S1)CC(F)(F)F